CN1C(=NC=C1)CN1C[C@@H](CC1)N1C(N(C=2C1=NC=CC2)C2=C(C=C(C=C2)C2=CC=CC=C2)C)=O (R)-3-(1-((1-methyl-1H-imidazol-2-yl)methyl)pyrrolidin-3-yl)-1-(3-methyl-[1,1'-biphenyl]-4-yl)-1,3-dihydro-2H-imidazo[4,5-b]pyridin-2-one